FC1=CC=C(C=C1)NC(=O)C1(COC1)C1=CC=C(C=C1)C=1C(=NN(C1)C)CO N-(4-fluorophenyl)-3-[4-[3-(hydroxymethyl)-1-methyl-pyrazol-4-yl]phenyl]oxetane-3-carboxamide